OC1=C2C(N(C(C2=CC=C1)=O)C1C(N(C(CC1)=O)CCOCCOC1=CC=2C(=C(N=NC2N[C@H](C)C=2C(=C(C#N)C=CC2)C)C)C=N1)=O)=O 3-((1R)-1-((7-(2-(2-(3-(4-hydroxy-1,3-dioxoisoindolin-2-yl)-2,6-dioxopiperidin-1-yl)ethoxy)ethoxy)-4-methylpyrido[3,4-d]pyridazin-1-yl)amino)ethyl)-2-methylbenzonitrile